CN(CCCCCN)C 5-(dimethyl-amino)amyl-amine